C(CCCCCCCCCCCCC)OC(CCSCCC(=O)OCCCCCCCCCCCCCC)=O Ditetradecylthiodipropionat